tetrabromobisphenol A dimethacrylate C(C(=C)C)(=O)O.C(C(=C)C)(=O)O.BrC1=C(C(=C(C(=C1O)Br)Br)C(C)(C)C1=CC=C(C=C1)O)Br